[Cl-].OCC[N+](CCCCCCCCCCCC)(C)CCO di(hydroxyethyl)methyldodecylammonium chloride